Cl.CC1=NN(C=C1C)C1=CC=C(C(=C1CN)F)OC (6-(3,4-dimethyl-1H-pyrazol-1-yl)-2-fluoro-3-methoxyphenyl)methanamine hydrochloride